1-[2-chloro-4-(trifluoromethyl)phenyl]-4-{2'-ethyl-[2,3'-bipyridin]-5-yl}-N-[(3S)-1-methylpyrrolidin-3-yl]piperidine-4-carboxamide ClC1=C(C=CC(=C1)C(F)(F)F)N1CCC(CC1)(C(=O)N[C@@H]1CN(CC1)C)C=1C=CC(=NC1)C=1C(=NC=CC1)CC